O[C@@H]1C[C@@H](C[C@@H]2C[C@H]12)C(=O)OC(C)C |r| (±)-(1S,3R,5R,6S)-Isopropyl 5-hydroxybicyclo[4.1.0]heptane-3-carboxylate